1-[3-(hydroxyethyl)-6-[5-[(5-methyl-1,3,4-thiadiazol-2-yl)amino]benzimidazol-1-yl]-2-pyridyl]-5-methyl-pyrazole-3-carbonitrile OCCC=1C(=NC(=CC1)N1C=NC2=C1C=CC(=C2)NC=2SC(=NN2)C)N2N=C(C=C2C)C#N